2-(3'-chloro-[1,1'-biphenyl]-3-yl)-4,6-diphenyl-1,3,5-triazine ClC=1C=C(C=CC1)C1=CC(=CC=C1)C1=NC(=NC(=N1)C1=CC=CC=C1)C1=CC=CC=C1